Lithium (i) TETRAHYDROTHIAZOLO[5,4-C]PYRIDINE N1CSC2CN=CC=C21.[Li+]